5-(4-(1-((1s,3r)-1-(cyanomethyl)-3-methoxycyclobutyl)-1H-pyrazol-4-yl)pyrazolo[1,5-a]pyrazin-6-yl)-1H-pyrazole-3-carboxamide C(#N)CC1(CC(C1)OC)N1N=CC(=C1)C=1C=2N(C=C(N1)C1=CC(=NN1)C(=O)N)N=CC2